C[O-].C(C1=CC=CC=C1)(=O)C1=CC=CC=C1 benzophenone methoxide